1-(3-(4-(difluoromethoxy)-3-((4-methoxybenzyl)oxy)phenyl)isoxazole-5-yl)ethan-1-ol FC(OC1=C(C=C(C=C1)C1=NOC(=C1)C(C)O)OCC1=CC=C(C=C1)OC)F